2-((5-chloro-2-(cyclopropylmethyl)phenyl)amino)-2-oxoacetic acid ClC=1C=CC(=C(C1)NC(C(=O)O)=O)CC1CC1